17-hydroxy-13-methylethyl-1,2,6,7,8,9,10,11,12,13,14,15,16,17-tetradecahydro-3H-cyclopenta[a]Phenanthren-3-one OC1CCC2C3CCC4=CC(CC(C4C3CCC12C)CC)=O